2-sec-butyl-1,4-dibromobenzene C(C)(CC)C1=C(C=CC(=C1)Br)Br